C(=O)O.C(=O)O.C(CCC)(N)N butanediamine diformate